(diethylamino)-difluorosulfonium tetrafluoroborat F[B-](F)(F)F.C(C)N(CC)[S+](F)F